(S)-N-((S)-1-(5-(2,7-Dimethylchinolin-6-yl)-1H-imidazol-2-yl)-7-oxononyl)-6-methyl-6-azaspiro[2.5]octan-1-carboxamid CC1=NC2=CC(=C(C=C2C=C1)C1=CN=C(N1)[C@H](CCCCCC(CC)=O)NC(=O)[C@H]1CC12CCN(CC2)C)C